C1(CC1)CN1[C@@H](CCC1)/C=C/S(=O)(=O)NC(NC1=C2CCCC2=CC=2CCCC12)=O (S,E)-2-(1-(Cyclopropylmethyl)pyrrolidin-2-yl)-N-((1,2,3,5,6,7-hexahydro-s-indacen-4-yl)carbamoyl)ethensulfonamid